2-({3-Chloro-2-[(4-cyclopropyl-2-fluorophenyl)methoxy]-5,6,7,8-tetrahydro-1,7-naphthyridin-7-yl}methyl)-1-{[(2S)-oxetan-2-yl]methyl}-1H-1,3-benzodiazole-6-carboxylic acid ClC=1C(=NC=2CN(CCC2C1)CC1=NC2=C(N1C[C@H]1OCC1)C=C(C=C2)C(=O)O)OCC2=C(C=C(C=C2)C2CC2)F